ClC1=C(C=CC=C1F)C=1C(N(C(N(C1)CC(=O)O)=O)CC1COC1)=O [5-(2-Chloro-3-fluoro-phenyl)-3-oxetan-3-ylmethyl-2,4-dioxo-3,4-dihydro-2H-pyrimidin-1-yl]-acetic acid